CC(CCN1CCC2(CCCN(C2)S(=O)(=O)C=2C=CC(=NC2)NC)CC1)(C)C 5-((9-(3,3-Dimethyl-butyl)-2,9-diazaspiro[5.5]undecan-2-yl)sulfonyl)-N-methylpyridin-2-amine